tert-butyl (1-(4'-nitro-2'-((4-((2-(piperidin-1-yl)ethyl)carbamoyl)phenyl)ethynyl)-[1,1'-biphenyl]-3-carbonyl)pyrrolidin-3-yl)carbamate [N+](=O)([O-])C1=CC(=C(C=C1)C1=CC(=CC=C1)C(=O)N1CC(CC1)NC(OC(C)(C)C)=O)C#CC1=CC=C(C=C1)C(NCCN1CCCCC1)=O